3-(2-(ethyl (propyl) amino) ethyl)-1H-indol-4-yl butyrate C(CCC)(=O)OC1=C2C(=CNC2=CC=C1)CCN(CCC)CC